4-methoxy-N-((1r,4r)-4-methoxycyclohexyl)-5-(pyrazolo[1,5-a]pyridin-5-yl)-7H-pyrrolo[2,3-d]pyrimidin-2-amine COC=1C2=C(N=C(N1)NC1CCC(CC1)OC)NC=C2C2=CC=1N(C=C2)N=CC1